CN(C=1N=CC(=NC1C)C(=O)N)C 5-(dimethylamino)-6-methylpyrazine-2-carboxamide